C(C1=CC=CC=C1)OC1=C(C(=NC(=C1C(=O)OCC)Cl)C)C(C(=O)O)OC 2-(4-benzyloxy-6-chloro-5-ethoxycarbonyl-2-methyl-3-pyridinyl)-2-methoxy-acetic acid